O-ethyl-L-homoserine C(C)OCC[C@H](N)C(=O)O